FC1=C(C=C(C(=C1)N1CCNCC1)F)C1=CC2=C(C(=N1)C)C=C(N2C)C2=CC=C(C=C2)S(=O)(=O)C 6-(2,5-Difluoro-4-(piperazin-1-yl)phenyl)-1,4-dimethyl-2-(4-(methylsulfonyl)phenyl)-1H-pyrrolo[3,2-c]pyridin